6-dibutylamino-1,3,5-triazine-2,4-dithiol-tetrabutylammonium salt C(CCC)[N+](CCCC)(CCCC)CCCC.C(CCC)N(C1=NC(=NC(=N1)S)S)CCCC